N-(2,2-Dimethyl-6-(4-((tetrahydrofuran-2-yl)methyl)piperazin-1-yl)-2,3-dihydrobenzo-furan-5-yl)pyrazolo[1,5-a]pyrimidine-3-carboxamide CC1(OC2=C(C1)C=C(C(=C2)N2CCN(CC2)CC2OCCC2)NC(=O)C=2C=NN1C2N=CC=C1)C